2,4-dioxo-1-(piperidin-4-yl)-1,2,3,4-tetrahydropyrimidine O=C1N(C=CC(N1)=O)C1CCNCC1